2,2',2'',2'''-(Ethane-1,2-diyldinitrilo)-tetraacetic acid C(CN(CC(=O)O)CC(=O)O)N(CC(=O)O)CC(=O)O